1-(4-ethylphenyl)ethanol C(C)C1=CC=C(C=C1)C(C)O